4-Methoxy-6-((pyridin-2-ylmethyl)amino)pyrazolo[1,5-a]pyridine-3-carbonitrile COC=1C=2N(C=C(C1)NCC1=NC=CC=C1)N=CC2C#N